FC=1C(=C(C=CC1)C=1CCN(CC1)C[C@@H](CCN1C(C2=CC=CC=C2C1=O)=O)O)OC (R)-2-(4-(4-(3-fluoro-2-methoxyphenyl)-3,6-dihydropyridin-1(2H)-yl)-3-hydroxybutyl)isoindoline-1,3-dione